NC1=NC=CC=C1C1=NC=2C(=NC(=CC2)C=2SC(=NN2)C2CC2)N1C=1C=C2CC[C@@H](C2=CC1)NC1CCN(CC1)C(C=C)=O (S)-1-(4-((5-(2-(2-aminopyridin-3-yl)-5-(5-cyclopropyl-1,3,4-thiadiazol-2-yl)-3H-imidazo[4,5-b]pyridin-3-yl)-2,3-dihydro-1H-inden-1-yl)amino)piperidin-1-yl)prop-2-en-1-one